CNCC1=NC=CC=C1 N-methyl-1-(pyridin-2-yl)methanamine